methyl (S)-5-(benzyloxy)-2-(6-cyanobenzo[d]oxazol-2-yl)-6-methoxy-1,2,3,4-tetra-hydroisoquinoline-3-carboxylate C(C1=CC=CC=C1)OC1=C2C[C@H](N(CC2=CC=C1OC)C=1OC2=C(N1)C=CC(=C2)C#N)C(=O)OC